FC1=C(C=CC(=C1)F)C1=CC(=CC=C1)[C@H](CC(=O)[O-])NC(=O)NC=1C(N(C(=CC1[O-])C)C)=O.[Na+].[Na+] sodium (S)-3-(2',4'-difluorobiphenyl-3-yl)-3-(3-(1,6-dimethyl-4-oxido-2-oxo-1,2-dihydropyridin-3-yl)ureido)propanoate